octyl-(6-amino-5-((2-hydroxyphenyl) diazenyl) pyridin-2-yl) carbamate C(N)(OC1=NC(=C(C=C1CCCCCCCC)N=NC1=C(C=CC=C1)O)N)=O